C(CCC)[Sn](C(=C)OCC)(CCCC)CCCC triButyl(1-ethoxyvinyl)tin